1,4-bis-(2-hydroxyethyl)-amino-2-nitro-benzene OCCC1=C(C(=C(C=C1)CCO)N)[N+](=O)[O-]